ClC1=NN2C=3CCCN(C3C=NC2=C1)C1=CC=C(C=C1)[C@@H](C(F)(F)F)N(C(=O)[C@@H]1CC(N(C1)C(=O)[O-])=O)C (R)-4-[[(1S)-1-[4-(4-chloro-2,3,7,10-tetrazatricyclo[7.4.0.02,6]trideca-1(9),3,5,7-tetraen-10-yl) phenyl]-2,2,2-trifluoro-ethyl]-methyl-carbamoyl]-2-oxo-pyrrolidine-1-carboxylate